ClC=1C=CC=C2C=CC=C(C12)N1CC=2N=C(N=C(C2CC1)N1C[C@@H](N(CC1)C(C(=C)F)=O)CC#N)OC[C@H]1N(CCC1)C 2-((S)-4-(7-(8-chloronaphthalene-1-yl)-2-(((S)-1-methylpyrrolidine-2-yl)methoxy)-5,6,7,8-tetrahydropyrido[3,4-d]pyrimidine-4-yl)-1-(2-fluoroacryloyl)piperazine-2-yl)acetonitrile